ClC=1C=C(CNCCCCOCCNC2=NC3=C(C4=CN=CC=C24)C=CC=C3)C=CC1 5-((2-(4-((3-chlorobenzyl)amino)butoxy)ethyl)amino)benzo[c][2,6]naphthyridine